N1=C(C=CC2=CC=CC=C12)C=1SC(=CN1)C1=CC=CC=C1 2-quinolinyl-5-phenyl-thiazole